3,5-dihydro-1H-imidazo[4,5-c]pyridine N1CNC=2CNC=CC21